FC1(CCC1)[C@@H](C1=NC=C(C=C1)F)N1C(C2=CC=C(C=C2C1)C(=O)N)=O ((R)-(1-fluorocyclobutyl)(5-fluoropyridin-2-yl)methyl)-1-oxoisoindoline-5-carboxamide